7-amino-1,3-naphthalenedisulfonic acid, potassium salt [K+].NC1=CC=C2C=C(C=C(C2=C1)S(=O)(=O)[O-])S(=O)(=O)[O-].[K+]